C(C=C)(=O)OCCCCCCCCCCP(O)(O)=O acryloyloxydecylphosphonic acid